FC1=C(NC2=C(C=C(C=C2C)C)C)C(=C(C(=C1F)F)F)/C=N/C1=C(C=C(C=C1C)C)C (e)-2,3,4,5-tetrafluoro-N-mesityl-6-((mesitylimino)methyl)aniline